COC([C@@H](C)OC1=NN(C(=C1Cl)N)C1=NC=CC=C1)=O Methyl-(2R)-2-{[5-amino-4-chloro-1-(pyridin-2-yl)-1H-pyrazol-3-yl]oxy}propanoat